N-(4-{1-[2-(1-methyl-1H-indol-3-yl)acetyl]piperidin-4-yl}butyl)thieno[2,3-c]pyridine-2-carboxamide CN1C=C(C2=CC=CC=C12)CC(=O)N1CCC(CC1)CCCCNC(=O)C1=CC=2C(=CN=CC2)S1